N-methyl-N-(4-bromophenyl)benzamide CN(C(C1=CC=CC=C1)=O)C1=CC=C(C=C1)Br